S1C=NC(=C1)C1=NC=NC(=N1)N 6-(1,3-thiazol-4-yl)-1,3,5-triazin-2-amine